CN1N=CC(=C1)NC1=NC(=NC=C1)C1=CC=C(C=C1)N1C(NCC1)=O 1-(4-(4-((1-methyl-1H-pyrazol-4-yl)amino)pyrimidin-2-yl)phenyl)imidazolidin-2-one